CC1(CC1)OC=1C=C2C(=NNC2=CC1)C1=CC(=NC=N1)N1CCC(CC1)C=O 1-[6-[5-(1-methylcyclopropoxy)-1H-indazol-3-yl]pyrimidin-4-yl]piperidine-4-carbaldehyde